NC=1C2=C(N=CN1)N(C=C2C2=CC=C(C=C2)OC2=CC=CC=C2)C2CCN(CC2)C2CC(NCC2)CO (4-(4-amino-5-(4-phenoxyphenyl)-7H-pyrrolo[2,3-d]pyrimidin-7-yl)-[1,4'-bipiperidin]-2'-yl)methanol